BrC1=CC=C(C(=N1)CC)C1CCCC(O1)CC(=O)OC methyl 2-(6-(6-bromo-2-ethylpyridin-3-yl)tetrahydro-2H-pyran-2-yl)acetate